4-bromo-N-((1R,2R,4S)-7-cyano-7-azabicyclo[2.2.1]heptan-2-yl)-3-(2-methylbutoxy)benzamide BrC1=C(C=C(C(=O)N[C@H]2[C@H]3CC[C@@H](C2)N3C#N)C=C1)OCC(CC)C